C(#N)[C@@H]1CN(C[C@H]1OCC1=CC=C(C=C1)C(F)(F)F)C(=O)OC(C)(C)C Tert-Butyl trans-3-cyano-4-(4-(trifluoromethyl)benzyloxy)pyrrolidine-1-carboxylate